C(C)NC1=CC(=CC(=N1)C1=C(C=C(C#N)C=C1)C1=NN=CN1C)N1C(C2=CC(=CC(=C2C1)C(F)(F)F)CN1C[C@H](CCC1)C)=O (S)-4-(6-(ethylamino)-4-(6-((3-methylpiperidin-1-yl)methyl)-1-oxo-4-(trifluoromethyl)isoindol-2-yl)pyridin-2-yl)-3-(4-methyl-4H-1,2,4-triazol-3-yl)benzonitrile